C(#N)C=1C2=C(SC1NC(OC(C)(C)C)=O)C(=CC=C2B2OC(C(O2)(C)C)(C)C)F tert-butyl (3-cyano-7-fluoro-4-(4,4,5,5-tetramethyl-1,3,2-dioxaborolan-2-yl)benzo[b]thiophen-2-yl)carbamate